3,4,6-tri-O-galloyl-β-D-glucopyranose C(C1=CC(O)=C(O)C(O)=C1)(=O)O[C@@H]1[C@H]([C@H](O)O[C@@H]([C@H]1OC(C1=CC(O)=C(O)C(O)=C1)=O)COC(C1=CC(O)=C(O)C(O)=C1)=O)O